3-Benzyloxy-N-butyl-N-[4-[(tert-butyldiphenylsilyl)oxy]butyl]-4-[2-(thiophen-2-yl)vinyl]aniline C(C1=CC=CC=C1)OC=1C=C(N(CCCCO[Si](C2=CC=CC=C2)(C2=CC=CC=C2)C(C)(C)C)CCCC)C=CC1C=CC=1SC=CC1